N-(2,2'-Difluoro-[1,1'-biphenyl]-4-yl)-3-(1H-pyrazol-5-yl)-7-oxabicyclo[2.2.1]hept-2-en-2-carboxamid FC1=C(C=CC(=C1)NC(=O)C=1C2CCC(C1C1=CC=NN1)O2)C2=C(C=CC=C2)F